CN1C=C(C=2C(N(C=CC21)C2=C(C=CC=C2)OCC(F)(F)F)=O)C(=O)NC2=CC=C(C=C2)N2CCOCC2 1-methyl-N-(4-(morpholin-4-yl)phenyl)-4-oxo-5-(2-(2,2,2-trifluoroethoxy)phenyl)-4,5-dihydro-1H-pyrrolo[3,2-c]pyridine-3-carboxamide